(2R,5S)-5-(4-chlorobenzyl)-4-(4-(5-methoxy-1-methyl-1H-1,2,4-triazol-3-yl)cyclohexyl)-2-((methylsulfonyl)methyl)-morpholine 2,2,2-trifluoroacetate FC(C(=O)O)(F)F.ClC1=CC=C(C[C@H]2CO[C@H](CN2C2CCC(CC2)C2=NN(C(=N2)OC)C)CS(=O)(=O)C)C=C1